C[N+]1(C(CCCC1)C)C N,N-dimethyl-2-methylpiperidinium